2-(5-{[(1R,3s,5S)-8-Azabicyclo[3.2.1]octan-3-yl](methyl)amino}[1,3]thiazolo[5,4-d][1,3]thiazol-2-yl)-5-(4-fluoro-1H-pyrazol-1-yl)pyridin-3-ol [C@H]12CC(C[C@H](CC1)N2)N(C=2SC1=C(N2)SC(=N1)C1=NC=C(C=C1O)N1N=CC(=C1)F)C